5-fluoro-N-(5-oxo-6,7-dihydro-5H-pyrrolo[3,4-b]pyridin-3-yl)-2,3-dihydrobenzofuran-7-sulfonamide FC=1C=C(C2=C(CCO2)C1)S(=O)(=O)NC=1C=C2C(=NC1)CNC2=O